Cl.OC1(CNC1)C#CC1=CC2=C(OC[C@@H](C(N2C)=O)NC(C2=NC=CC(=C2)OC2=CC=CC=C2)=O)C=C1 (S)-N-(7-((3-hydroxyazetidin-3-yl)ethynyl)-5-methyl-4-oxo-2,3,4,5-tetrahydrobenzo[b][1,4]oxazepin-3-yl)-4-phenoxypicolinamide Hydrogen chloride